(+/-)-3-(4-(2-amino-6-methylpyrimidin-4-yl)-1,4-oxazepan-3-yl)-4-methoxybenzoic acid trifluoroacetate salt FC(C(=O)O)(F)F.NC1=NC(=CC(=N1)N1[C@@H](COCCC1)C=1C=C(C(=O)O)C=CC1OC)C |r|